NC1=NC=2C=C(C(=CC2C2=C1C=NN2C)C(=O)N2N(C=C(C2)C)C2=NC=CC=C2F)C rel-(S)-(4-amino-1,7-dimethyl-1H-pyrazolo[4,3-c]quinolin-8-yl)(2-(3-fluoropyridin-2-yl)-4-methylpyrazolin-1-yl)methanone